[Mg+2].CC1=C(C(=CC=C1)C)C([O-])N(C)C.CC1=C(C(=CC=C1)C)C([O-])N(C)C (2,6-dimethylphenyl)(dimethylamino)methoxide magnesium